Methyl 1-(4-(2-(2-(2-(tert-butoxy)-2-oxoethoxy)ethoxy)ethoxy)benzyl)-1H-indole-6-carboxylate C(C)(C)(C)OC(COCCOCCOC1=CC=C(CN2C=CC3=CC=C(C=C23)C(=O)OC)C=C1)=O